δ-heptanolactone C1(CCC(CCC)O1)=O